ClC=1C=C(\C=N\C(C(C)C)O)C=CC1 (E)-1-(3-chlorobenzylidene-amino)-2-methylpropan-1-ol